Chlorovinyl acetate C(C)(=O)OC=CCl